N-(4-chlorophenyl)aminosulfonylguanidine ClC1=CC=C(C=C1)NS(=O)(=O)NC(=N)N